5-bromo-1-(3-(3-chlorophenyl)prop-2-yn-1-yl)-4-(5-(difluoromethyl)-1,3,4-oxadiazol-2-yl)pyridin-2(1H)-one BrC=1C(=CC(N(C1)CC#CC1=CC(=CC=C1)Cl)=O)C=1OC(=NN1)C(F)F